4-(3-Amino-4-(2-methoxyethoxy)phenyl)thiazol-2-amine NC=1C=C(C=CC1OCCOC)C=1N=C(SC1)N